N-(5-bromo-4-methoxy-2-nitrophenyl)acetamide CC(=O)NC1=CC(=C(C=C1[N+](=O)[O-])OC)Br